C(CCCCCCCC)(S)(S)S nonanetrithiol